C(C)(C)(C)OC(=O)N1C(=NC=2C(=NC=3C=C(C=CC3C21)CC2=CC=C(C=C2)CC#N)N(C(=O)OC(C)(C)C)C(=O)OC(C)(C)C)COCC.C2(=CC=CC=C2)N(C2=CC=C(C=CC1=CC=C(C=C1)C1=CC=C(C=C1)C=CC1=CC=C(C=C1)N(C1=CC=CC=C1)C1=CC=CC=C1)C=C2)C2=CC=CC=C2 4,4'-bis[4-(diphenylamino)styryl]biphenyl tert-butyl-4-(bis(tert-butoxycarbonyl)amino)-7-(4-(cyanomethyl)benzyl)-2-(ethoxymethyl)-1H-imidazo[4,5-C]quinoline-1-carboxylate